4-[(tert-butoxycarbonyl)amino]bicyclo[2.2.2]octane-1-carboxylic acid C(C)(C)(C)OC(=O)NC12CCC(CC1)(CC2)C(=O)O